4-(1-(1-acryloylpiperidin-3-yl)-5-aminoimidazo[1,5-c]pyrimidin-3-yl)-N-(4-cyclopropylpyridin-2-yl)benzamide C(C=C)(=O)N1CC(CCC1)C=1N=C(N2C(=NC=CC21)N)C2=CC=C(C(=O)NC1=NC=CC(=C1)C1CC1)C=C2